butyl alpha-chloroacetate ClCC(=O)OCCCC